C(C)O[Si](OCC)(OCC)CN1N=NC=C1 1-(Triethoxysilylmethyl)-1H-1,2,3-triazol